tetrahydro-2H-pyran-2,4,5-triol O1C(CC(C(C1)O)O)O